IC1=CC(=C(C=C1)O)O 4-iodo-1,2-dihydroxybenzene